2,4,7-trimethyl-4-(naphthalen-1-yl)oct-6-enal CC(C=O)CC(CC=C(C)C)(C1=CC=CC2=CC=CC=C12)C